FC(S(=O)(=O)ON1C(C=2C(C1=O)=CC(=CC2)C2=CC=CC=C2)=S)(F)F N-(trifluoromethylsulfonyloxy)-4-phenylthiophthalimide